N1-(2-(dimethylamino)ethyl)-N1-methyl-2-vinylbenzene-1,4-diamine CN(CCN(C1=C(C=C(C=C1)N)C=C)C)C